(2E)-3-[(4-methylphenyl)sulfonyl]prop-2-enamide CC1=CC=C(C=C1)S(=O)(=O)/C=C/C(=O)N